N-((2S,3R)-1-(((R)-1-((5S,7R)-5,7-dimethyl-4-oxo-1,3,6,2-dioxazaborocan-2-yl)-3-methylbutyl)amino)-3-hydroxy-1-oxobutan-2-yl)-6-phenylpicolinamide C[C@H]1C(OB(OC[C@H](N1)C)[C@H](CC(C)C)NC([C@H]([C@@H](C)O)NC(C1=NC(=CC=C1)C1=CC=CC=C1)=O)=O)=O